O=C1N(C(C=C1)=O)CCC(=O)NCC(=O)NCC(=O)NCC(=O)NCC(=O)NCC(=O)O (3-(2,5-dioxo-2,5-dihydro-1H-pyrrol-1-yl)propanoyl)glycylglycylglycylglycylglycine